2-((3-(1,3-dioxolan-2-yl)phenoxy)methyl)-3-methylpyridine O1C(OCC1)C=1C=C(OCC2=NC=CC=C2C)C=CC1